ClC1=CC2=C(N=CNC2=O)N1C1=CC=C(C=C1)C1COC2CC2N1C(=O)OC(C)(C)C tert-Butyl 4-(4-(6-chloro-4-oxo-3,4-dihydro-7H-pyrrolo[2,3-d]pyrimidin-7-yl)phenyl)-2-oxa-5-azabicyclo[4.1.0]heptane-5-carboxylate